O1COC=2C=CC=3CCO[C@@H](C3C21)CNC (S)-1-(6,9-dihydro-7H-[1,3]dioxolo[4,5-H]isochromen-9-yl)-N-methylmethylamine